N1(CCCCCC1)C(=O)C1=NN2C(N=C(C=C2C(C)C)CC2CCCCC2)=C1 Azepan-1-yl-[5-(cyclohexylmethyl)-7-propan-2-yl-pyrazolo[1,5-a]Pyrimidin-2-yl]Methanone